4-bromo-6-{3-[(R)-cyclobutyl(4-methyl-4H-1,2,4-triazol-3-yl)methyl]phenyl}-1,6-dihydro-7H-pyrazolo[3,4-c]pyridin-7-one BrC=1C2=C(C(N(C1)C1=CC(=CC=C1)[C@H](C1=NN=CN1C)C1CCC1)=O)NN=C2